N(=C=O)CCC[Si](Cl)(C)C 3-isocyanatopropyldimethylchlorosilane